NC1=C(C(N(C2=CC(=CC=C12)C(F)(F)F)C1=CC=C(C=C1)OCCO)=O)C(=O)OC methyl 4-amino-1-(4-(2-hydroxyethoxy)phenyl)-2-oxo-7-(trifluoro methyl)-1,2-dihydroquinoline-3-carboxylate